6-methyl-3-(4-(3-morpholinopropylamino)phenyl)pyrimido[5,4-e][1,2,4]triazin-5,7(6H,8H)-dione CN1C(NC2=C(N=C(N=N2)C2=CC=C(C=C2)NCCCN2CCOCC2)C1=O)=O